7-bromo-6-fluoro-1H-quinazoline-2,4-dione BrC1=C(C=C2C(NC(NC2=C1)=O)=O)F